7-(6-(bis(4-methoxybenzyl)amino)-4-methyl-3-(trifluoromethyl)pyridin-2-yl)-2,6-dichloro-5,8-difluoro-3-((2-(trimethylsilyl)ethoxy)methyl)quinazolin-4(3H)-one COC1=CC=C(CN(C2=CC(=C(C(=N2)C2=C(C(=C3C(N(C(=NC3=C2F)Cl)COCC[Si](C)(C)C)=O)F)Cl)C(F)(F)F)C)CC2=CC=C(C=C2)OC)C=C1